3-((3R,4R)-3-((5-(1,3,4-thiadiazol-2-yl)-1H-pyrrolo[2,3-b]pyridin-4-yl)amino)-4-methylpiperidin-1-yl)-3-oxopropanenitrile S1C(=NN=C1)C=1C(=C2C(=NC1)NC=C2)N[C@H]2CN(CC[C@H]2C)C(CC#N)=O